(3S,5R)-5-ethyl-pyrrolidine-3-carbonitrile C(C)[C@@H]1C[C@@H](CN1)C#N